C1(CCC1)(C(=O)[O-])C(=O)[O-] cyclobutane-1,1-dicarboxylate